NC1=NC=NC=2N(C3=C(C=CC=C3C21)C(F)(F)F)CC(=O)N2[C@@H]1C[C@@H]1C[C@H]2C(=O)NC2=NC(=CC=C2)Br (1R,3S,5R)-2-(2-(4-amino-8-(trifluoromethyl)-9H-pyrimido[4,5-b]indol-9-yl)acetyl)-N-(6-bromopyridin-2-yl)-2-azabicyclo[3.1.0]hexane-3-carboxamide